N1(N=CN=C1)C1=CC=C(CN(CCC2=CC=C(C=C2)NC(=O)C2=C(C=C(C(=C2)OC)OC)NC(=O)C=2OC3=CC=CC=C3C(C2)=O)C)C=C1 N-(2-((4-(2-((4-(1H-1,2,4-Triazol-1-yl)benzyl)(methyl)amino)ethyl)phenyl)carbamoyl)-4,5-dimethoxyphenyl)-4-oxo-4H-chromene-2-carboxamide